3-chloro-2'-[2-(2-hydroxypropan-2-yl)pyrimidin-4-yl]-5',6-dimethyl-2-oxo-[1,4'-bipyridine]-4-carbonitrile ClC=1C(N(C(=CC1C#N)C)C1=CC(=NC=C1C)C1=NC(=NC=C1)C(C)(C)O)=O